6-aminobenzo[d]-oxazol-2(3H)-one NC1=CC2=C(NC(O2)=O)C=C1